(S)-3-(3,4-difluoro-2-methoxyphenyl)-4-methoxy-5-methylfuran-2(5H)-one FC=1C(=C(C=CC1F)C=1C(O[C@H](C1OC)C)=O)OC